C(\C=C/C(=O)O)(=O)O.OC[C@H](C)NC(=O)[C@@H]1CN([C@@H]2CC3=CNC4=CC=CC(C2=C1)=C34)C (8S)-N-[(1S)-2-Hydroxy-1-methylethyl]-6-methyl-9,10-didehydroergoline-8-carboxamide monomaleate